CC1(OB(OC1(C)C)C1=C(C=CC=C1)[N+](=O)[O-])C 4,4,5,5-tetramethyl-2-(2-nitrophenyl)-1,3,2-dioxaborolan